2'-Fluoro-4-propyl-[1,1':4',1'']terphenyl-4''-ol FC1=C(C=CC(=C1)C1=CC=C(C=C1)O)C1=CC=C(C=C1)CCC